C(C1=CC=CC=C1)C1(CN(CC1)C)C=1C=C2C=NN(C2=CC1C)C1=CC=C(C=C1)F 5-(3-benzyl-1-methylpyrrolidin-3-yl)-1-(4-fluorophenyl)-6-methyl-1H-indazole